3-(1,1-dimethylethoxy)-6-methoxy-2',6'-bis(1-methylethyl)[1,1'-biphenyl] CC(C)(OC=1C=C(C(=CC1)OC)C1=C(C=CC=C1C(C)C)C(C)C)C